CN1N=NC(=C1NC(O[C@H](C)C=1C(=NC=C(C1)F)F)=O)C1=NC=C(C=C1)C(NC12CC(C1)(C2)S(=O)(=O)C)=O (R)-1-(2,5-difluoro-pyridin-3-yl)ethyl (1-methyl-4-(5-((3-(methylsulfonyl)bicyclo[1.1.1]-pentan-1-yl)carbamoyl)pyridin-2-yl)-1H-1,2,3-triazol-5-yl)carbamate